(4-chlorophenyl)boric acid ClC1=CC=C(C=C1)OB(O)O